N-lauryl-acrylamide C(CCCCCCCCCCC)NC(C=C)=O